(2S)-2-amino-3-(4-fluoro-1-hydroxy-3H-2,1-benzoxaborol-6-yl)propanoic acid N[C@H](C(=O)O)CC1=CC2=C(COB2O)C(=C1)F